C(C)OC=1C(=NC2=CC=CC=C2C1)NC1=NNC2=CC(=CC=C12)[C@@H]1C[C@@]12C(NC1=CC=C(C=C21)OC)=O (1R,2S)-2-{3-[(3-ethoxyquinolin-2-yl)amino]-1H-indazol-6-yl}-5'-methoxyspiro[cyclopropane-1,3'-indol]-2'(1'H)-one